4-(5-((1S,2S)-2-fluorocyclopropyl)-1,2,4-oxadiazol-3-yl)-N-(2-(4-isopropylpiperazin-1-yl)-6-methoxyphenyl)-4-methylpiperidine-1-carboxamide F[C@@H]1[C@@H](C1)C1=NC(=NO1)C1(CCN(CC1)C(=O)NC1=C(C=CC=C1OC)N1CCN(CC1)C(C)C)C